BrNF bromofluoramid